COC1=NC=CC(=C1)N1CC(=C2OCCN21)C(N)=N 5-(2-methoxypyridin-4-yl)-2,3-dihydropyrazolo[5,1-b]oxazol-7-imidamide